2-((2S,4R)-4-amino-1-(6-chloroimidazo[1,2-a]pyridine-2-carbonyl)pyrrolidin-2-yl)-N-((6-chloro-1H-indazol-3-yl)methyl)thiazole-4-carboxamide N[C@@H]1C[C@H](N(C1)C(=O)C=1N=C2N(C=C(C=C2)Cl)C1)C=1SC=C(N1)C(=O)NCC1=NNC2=CC(=CC=C12)Cl